morpholine-dione N1C(C(OCC1)=O)=O